dodecyl diisodecyl phosphite P(OCCCCCCCCCCCC)(OCCCCCCCC(C)C)OCCCCCCCC(C)C